OC1CC(C1)NC(C1=CC(=CC=C1)CN1C=NC2=CC(=CC=C2C1=O)C1=CC=NN1C)=O N-((1s,3s)-3-hydroxycyclobutyl)-3-((7-(1-methyl-1H-pyrazol-5-yl)-4-oxoquinazolin-3(4H)-yl)methyl)benzamide